2-chloro-6-(1-ethoxyvinyl)-N-methylnicotinamide ClC1=C(C(=O)NC)C=CC(=N1)C(=C)OCC